N=1C=NN2C1C=C(C=C2)OC2=C(C=C(C=C2)NC2=NC=NN1C2=C(C=C1)C1CCN(CC1)C(C#CCN(C)C)=O)C 1-(4-(4-((4-([1,2,4]triazolo[1,5-a]pyridin-7-yloxy)-3-methylphenyl)amino)pyrrolo[2,1-f][1,2,4]triazin-5-yl)piperidin-1-yl)-4-(dimethylamino)but-2-yn-1-one